N1=CC=C(C=C1)C(CC)O 1-(pyridin-4-yl)propan-1-ol